8-acetyl-2-(4,4-dimethyl-1-piperidyl)-6-methyl-4-oxo-chromene-3-carbonitrile C(C)(=O)C=1C=C(C=C2C(C(=C(OC12)N1CCC(CC1)(C)C)C#N)=O)C